C(C)N1C(C2=C(C=C1C(F)(F)F)N=C(N2C)C2=C(C=C(C=N2)CC#N)S(=O)(=O)CC)=O 2-[6-[5-ethyl-3-methyl-4-oxo-6-(trifluoromethyl)imidazo[4,5-c]pyridin-2-yl]-5-ethylsulfonyl-3-pyridinyl]acetonitrile